C(C)(=O)OC1O[C@H]([C@H]([C@H]1C1=C(C(=C(C=C1)F)F)OC)OC)C(C)C (3R,4s,5s)-3-(3,4-difluoro-2-methoxyphenyl)-5-isopropyl-4-methoxytetrahydrofuran-2-yl acetate